CC1=C(C=CC=C1NC(=O)C1=CC=C(C=N1)CN[C@@H](C(=O)O)CO)C1=C(C(=CC=C1)NC(=O)C1=CC=C(C=N1)CN[C@@H](C(=O)O)CO)C (2R,2'R)-2,2'-((((((2,2'-dimethyl[1,1'-biphenyl]-3,3'-diyl)bis(azanediyl))bis(carbonyl))bis(pyridine-6,3-diyl))bis(methylene))bis(azanediyl))bis(3-hydroxypropanoic acid)